NC=1C=C2C(OC(C2=CC1)CC1=C(C#N)C=CC=C1)=O 2-((5-amino-3-oxo-1,3-dihydroisobenzofuran-1-yl)methyl)benzonitrile